C(OC1CC(C1)C1=C(C=CC=C1)F)(OC1=CC=C(C=C1)[N+](=O)[O-])=O 3-(2-fluorophenyl)cyclobutyl (4-nitrophenyl) carbonate